1-Ethyl-5-[6-(ethylamino)-2-fluoropyridin-3-yl]-3-methyl-N-[(3S)-2-oxo-5-phenyl-1,3-dihydro-1,4-benzodiazepine-3-yl]Pyrazole-4-carboxamide C(C)N1N=C(C(=C1C=1C(=NC(=CC1)NCC)F)C(=O)N[C@@H]1C(NC2=C(C(=N1)C1=CC=CC=C1)C=CC=C2)=O)C